3-((4-(1H-indol-1-yl)-6-(1H-pyrazol-1-yl)-1,3,5-triazin-2-yl)amino)propanamide N1(C=CC2=CC=CC=C12)C1=NC(=NC(=N1)N1N=CC=C1)NCCC(=O)N